7-methoxycoumarin octyl-naphthoate C(CCCCCCC)OC(=O)C1=CC=CC2=CC=CC=C12.COC1=CC=C2C=CC(OC2=C1)=O